(R)-5-(4-chloro-2-fluorophenyl)-7-(2-(4-methoxyphenyl)morpholino)-2,3-dimethylpyrido[4,3-d]pyrimidin-4(3H)-one ClC1=CC(=C(C=C1)C1=NC(=CC=2N=C(N(C(C21)=O)C)C)N2C[C@H](OCC2)C2=CC=C(C=C2)OC)F